5-allyl-5-(1-methylbutyl)-barbituric acid C(C=C)C1(C(NC(NC1=O)=O)=O)C(CCC)C